aluminum hydrogen phosphate salt P(=O)(O)([O-])[O-].[Al+3].P(=O)(O)([O-])[O-].P(=O)(O)([O-])[O-].[Al+3]